ditrimethylolpropane monocaprylate C(CCCCCCC)(=O)O.C(O)C(CC)(CO)CO.C(O)C(CC)(CO)CO